ethyl 6-cyano-5-hydroxy-2-methylbenzofuran-3-carboxylate C(#N)C1=CC2=C(C(=C(O2)C)C(=O)OCC)C=C1O